N-(7-chloro-6-(1-(4-hydroxy-3-methyltetrahydrofuran-3-yl)piperidin-4-yl)isoquinolin-3-yl)-2-(tetrahydrofuran-2-yl)cyclopropane-1-carboxamide ClC1=C(C=C2C=C(N=CC2=C1)NC(=O)C1C(C1)C1OCCC1)C1CCN(CC1)C1(COCC1O)C